C(C)(C)(C)C1=C(C=C(C=N1)C=1N=C2SC[C@H](CN2C(C1C#N)=O)COC)F (R)-8-(6-(tert-butyl)-5-fluoropyridin-3-yl)-3-(methoxymethyl)-6-oxo-3,4-dihydro-2H,6H-pyrimido[2,1-b][1,3]thiazine-7-carbonitrile